FC(C1(CC1)CN)F [1-(difluoromethyl)cyclopropyl]methanamine